(R)-N-(5,5-difluoro-1-(4-((3-methyl-4-((1-methyl-1H-benzo[d][1,2,3]triazol-5-yl)oxy)phenyl)amino)pyrido[3,2-d]pyrimidin-6-yl)piperidin-3-yl)acrylamide FC1(C[C@H](CN(C1)C=1C=CC=2N=CN=C(C2N1)NC1=CC(=C(C=C1)OC1=CC2=C(N(N=N2)C)C=C1)C)NC(C=C)=O)F